ClP1OCC(CO1)C 2-chloro-5-methyl-1,3,2-dioxaphosphorinane